NC1=CC(=NN1C1=C(C=CC(=C1)OC=1C(=C2C=CN(C2=CC1F)S(=O)(=O)C1=CC=C(C=C1)C)F)F)C(C)C=1C(=C(C=CC1)/C=C/C(=O)OCC)F ethyl (E)-3-[3-[1-[5-amino-1-[5-[4,6-difluoro-1-(p-tolylsulfonyl)indol-5-yl]oxy-2-fluoro-phenyl]pyrazol-3-yl]ethyl]-2-fluoro-phenyl]prop-2-enoate